tert-butyl 2-(3-(hydroxymethyl)-2-(trifluoromethyl)pyridin-4-yl)-2,6-diazaspiro[3.4]octane-6-carboxylate OCC=1C(=NC=CC1N1CC2(C1)CN(CC2)C(=O)OC(C)(C)C)C(F)(F)F